C(C(CO)O)C(CO)O The molecule is a tetrol consisting of pentane with four hydroxy substituents placed at positions 1, 2, 4 and 5. It derives from a hydride of a pentane.